O[C@H]1C(=O)OCC1(C)C D-(-)-α-hydroxy-β,β-dimethyl-γ-butyrolactone